5-[(3S,5S)-3,5-dimethylpiperazin-1-yl]-N-(8-methoxy-2-methyl-imidazo[1,2-a]pyrazin-6-yl)-2-(2-oxabicyclo[2.1.1]hexan-1-ylmethoxy)-quinazoline-8-carboxamide C[C@H]1CN(C[C@@H](N1)C)C1=C2C=NC(=NC2=C(C=C1)C(=O)NC=1N=C(C=2N(C1)C=C(N2)C)OC)OCC21OCC(C2)C1